FC(OC=1C=C(C=C(C1)F)NC(=O)C1=CSC=2CN(CCC21)CC=2C=NC=NC2)F N-(3-(difluoromethoxy)-5-fluorophenyl)-6-(pyrimidin-5-ylmethyl)-4,5,6,7-tetrahydrothieno[2,3-c]pyridine-3-carboxamide